(2-chlorothiazol-4-yl)(5-(2-cyclopropylphenyl)-3-hydroxy-2,3-dihydrospiro[indene-1,3'-pyrrolidin]-1'-yl)methanone ClC=1SC=C(N1)C(=O)N1CC2(CC1)CC(C1=CC(=CC=C12)C1=C(C=CC=C1)C1CC1)O